(6s,9s)-7,7-difluoro-9-(4-fluoro-3-methylphenyl)spiro[4.5]decan-6-ol FC1([C@H](C2(CCCC2)C[C@@H](C1)C1=CC(=C(C=C1)F)C)O)F